chloro-2-(2,4-dimethoxybenzyl)-7-((5-(4-methylpiperazin-1-yl)pyridin-2-yl)amino)-2,3-dihydro-1H-pyrrolo[3,4-c]pyridin-1-one ClC1N(C(C2=C1C=NC=C2NC2=NC=C(C=C2)N2CCN(CC2)C)=O)CC2=C(C=C(C=C2)OC)OC